3-(10-((3,5-Dimethylisoxazol-4-yl)methoxy)-2-methyl-4-oxo-5,6-dihydro-2H-2,6-methanobenzo[g][1,3,5]oxadiazocin-3(4H)-yl)-N-(4-methylphenethyl)benzamid CC1=NOC(=C1COC1=CC=CC=2C3NC(N(C(OC21)(C3)C)C=3C=C(C(=O)NCCC2=CC=C(C=C2)C)C=CC3)=O)C